C(C1=CC=CC=C1)(=O)OC[C@]1(O[C@H]([C@@H]2OC(O[C@@H]21)(C)C)C2=CC=C1C(=NC=NN12)N)C#N ((3aS,4R,6S,6aS)-6-(4-aminopyrrolo[2,1-f][1,2,4]triazin-7-yl)-4-cyano-2,2-dimethyltetrahydrofuro[3,4-d][1,3]dioxol-4-yl)methyl benzoate